5-amino-3-(7-((5-fluoro-2-methoxybenzamido)methyl)-1H-pyrrolo[2,3-c]pyridin-4-yl)-1-isopropyl-1H-pyrazole-4-carboxamide NC1=C(C(=NN1C(C)C)C1=C2C(=C(N=C1)CNC(C1=C(C=CC(=C1)F)OC)=O)NC=C2)C(=O)N